(4S)-2-chloro-4-phenyl-1,3,2-dioxaphosphorinane 2-oxide ClP1(OCC[C@H](O1)C1=CC=CC=C1)=O